5-chloro-3-nitropyridine-2,4-diol ClC=1C(=C(C(=NC1)O)[N+](=O)[O-])O